BrC1=CC=C(C(=O)N(C)[C@H](CN2CC(C2)(C)O)C(C)C)C=C1 (S)-4-Bromo-N-(1-(3-hydroxy-3-methylazetidin-1-yl)-3-methylbutan-2-yl)-N-methylbenzamide